(R)-N-(2-chloro-3-(3'-chloro-6-methoxy-5-((((5-oxopyrrolidin-2-yl)methyl)amino)methyl)-[2,4'-bipyridin]-2'-yl)phenyl)-5-(((3-fluoropropyl)amino)methyl)-4-methoxypicolinamide ClC1=C(C=CC=C1C1=NC=CC(=C1Cl)C1=NC(=C(C=C1)CNC[C@@H]1NC(CC1)=O)OC)NC(C1=NC=C(C(=C1)OC)CNCCCF)=O